sodium (III) sulfate S(=O)(=O)([O-])[O-].[Na+3].S(=O)(=O)([O-])[O-].S(=O)(=O)([O-])[O-].[Na+3]